N-ethyl-5-fluoro-2-((5-(2-((R)-6-(((S)-1-hydroxy-3-methoxypropan-2-yl)(methyl)amino)-2-methylhexan-3-yl)-2,6-diazaspiro[3.4]octan-6-yl)-1,2,4-triazin-6-yl)oxy)-N-isopropylbenzamide C(C)N(C(C1=C(C=CC(=C1)F)OC1=C(N=CN=N1)N1CC2(CN(C2)[C@@H](C(C)C)CCCN(C)[C@@H](CO)COC)CC1)=O)C(C)C